BrC1=CC2=C(NC=N2)C=C1 5-bromo-1H-benzo[d]imidazole